FC(C)(F)C1C2=C(NC(O1)=O)C=CC=C2 4-(1,1-difluoroethyl)-1,4-dihydro-2H-benzo[d][1,3]oxazin-2-one